1,12-bis(3-aminophenoxy)dodecane NC=1C=C(OCCCCCCCCCCCCOC2=CC(=CC=C2)N)C=CC1